2-oxo-2-((4-(trifluoromethyl)phenethyl)amino)acetic acid O=C(C(=O)O)NCCC1=CC=C(C=C1)C(F)(F)F